3,4'-Biphenyldiol C1(=CC(=CC=C1)O)C1=CC=C(C=C1)O